C[C@@H]1CN(C[C@@H](O1)CN1CCNCC1)C1=CC=NC2=NC=CN=C21 (2R,6S)-2-methyl-6-(piperazin-1-ylmethyl)-4-(pyrido[2,3-b]pyrazin-8-yl)morpholine